2-(4-fluorobenzyl)-8-(2-hydroxyethyl)-1-oxo-N-phenethyloctahydro-3a,6-epiiminoisoindole-3-carboxamide FC1=CC=C(CN2C(C3CC4CCC3(C2C(=O)NCCC2=CC=CC=C2)N4CCO)=O)C=C1